1,3-bis(trimethylsilyl)-imidazolidine-2-thione C[Si](N1C(N(CC1)[Si](C)(C)C)=S)(C)C